isopropyl n-butyrate C(CCC)(=O)OC(C)C